FC(=C1CN(CCC1)C1=NC(=CC(=N1)NC(C1=C(C=C(C=C1)I)N1CCC2(CC2)CC1)=O)C)F N-(2-(3-(difluoromethylene)piperidin-1-yl)-6-methylpyrimidin-4-yl)-4-iodo-2-(6-azaspiro[2.5]oct-6-yl)benzamide